NC1=C(C=C(C=N1)C=1C=C2N(N1)CCC21CN(CC1)C(=O)N[C@@H](C)C1=NOC=C1)C(F)(F)F 2'-[6-amino-5-(trifluoromethyl)pyridin-3-yl]-N-[(1S)-1-(1,2-oxazol-3-yl)ethyl]-5',6'-dihydrospiro[pyrrolidine-3,4'-pyrrolo[1,2-b]pyrazole]-1-carboxamide